3-((6-(6-(dimethyl-amino)pyridin-3-yl)-5-(trifluoromethyl)-1H-benzo[d]imidazol-2-yl)amino)-N-hydroxybenzamide CN(C1=CC=C(C=N1)C=1C(=CC2=C(NC(=N2)NC=2C=C(C(=O)NO)C=CC2)C1)C(F)(F)F)C